ClC(CCl)[Si](Cl)(Cl)Cl 1,2-dichloroethyl-trichlorosilane